N-(4-amino-7-(2-chloro-5-fluorophenyl)-1-methyl-9-oxo-8,9-dihydro-7H-pyrrolo[3,4-f]phthalazin-6-yl)-3-fluoro-5-(trifluoromethyl)benzamide NC1=NN=C(C=2C3=C(C(=CC12)NC(C1=CC(=CC(=C1)C(F)(F)F)F)=O)C(NC3=O)C3=C(C=CC(=C3)F)Cl)C